sodium (S)-3-(4-methoxybiphenyl-3-yl)-3-(3-(1-methyl-4-oxido-2-oxo-1,2-dihydro pyridin-3-yl)ureido)propanoate COC1=C(C=C(C=C1)C1=CC=CC=C1)[C@H](CC(=O)[O-])NC(=O)NC=1C(N(C=CC1[O-])C)=O.[Na+].[Na+]